C1(CCC1)=CC=1C2=C(C=NC1)C(=CN2C2=C1C=NN(C1=CC(=C2C)F)C2OCCCC2)C(=O)N 7-(cyclobutylidenemethyl)-1-(6-fluoro-5-methyl-1-tetrahydropyran-2-yl-indazol-4-yl)pyrrolo[3,2-c]pyridine-3-carboxamide